tert-butyl 3-[[6-[3-(2-methoxy-4-methylsulfonyl-anilino)prop-1-ynyl]-1-(2,2,2-trifluoroethyl)indol-4-yl]amino]azetidine-1-carboxylate COC1=C(NCC#CC2=CC(=C3C=CN(C3=C2)CC(F)(F)F)NC2CN(C2)C(=O)OC(C)(C)C)C=CC(=C1)S(=O)(=O)C